CC1=NC(=C2N1C=CC=C2)CCN 2-(3-methylimidazo[1,5-a]pyridin-1-yl)ethan-1-amine